(+)-N-(2-methylpyrimidin-5-yl)-3-(dimethyl)amino-1,2,3,4-tetrahydro-9H-carbazole-6-carboxamide formate C(=O)O.CC1=NC=C(C=N1)NC(=O)C=1C=C2C=3CC(CCC3NC2=CC1)N(C)C